(R)-[(3aR,4R,6R,6aR)-4-(4-chloropyrrolo[2,3-d]pyrimidin-7-yl)-2,2-dimethyl-3a,4,6,6a-tetrahydrofuro[3,4-d][1,3]dioxol-6-yl]-(3,4-dichlorophenyl)methanol ClC=1C2=C(N=CN1)N(C=C2)[C@@H]2O[C@@H]([C@H]1OC(O[C@H]12)(C)C)[C@H](O)C1=CC(=C(C=C1)Cl)Cl